C1(=CC(=CC(=C1)P(O)(O)=O)P(O)(O)=O)P(O)(O)=O benzene-1,3,5-triyltris(phosphonic acid)